ClC1=C(C2=C(NC(O[C@@]23CN(CCC3)C(=O)C=3C=NN(C3)CC=3C=C2COCC2=CC3)=O)C=C1)F (R)-6-chloro-1'-(1-((1,3-dihydroisobenzofuran-5-yl)methyl)-1H-pyrazole-4-carbonyl)-5-fluorospiro[benzo[d][1,3]oxazine-4,3'-piperidin]-2(1H)-one